Cl.[NH3+]C1=CC=CC=C1 anilinium hydrogen chloride